(R)-N-((R)-1-(6-bromo-5-methoxypyridin-2-yl)ethyl)-N-ethyl-2-methylpropane-2-sulfinamide BrC1=C(C=CC(=N1)[C@@H](C)N([S@](=O)C(C)(C)C)CC)OC